5-[3-(1H-imidazol-5-yl)-7-(trifluoromethyl)imidazo[1,2-a]pyrimidin-2-yl]-1H-1,2,4-triazole DiAllyl-Phthalate C(C=C)OC(C=1C(C(=O)OCC=C)=CC=CC1)=O.N1C=NC=C1C1=C(N=C2N1C=CC(=N2)C(F)(F)F)C2=NC=NN2